CC1C2C3C4C=CC(C3C1C1CCCCC12)C4C 15,16-dimethylpentacyclo-[6.6.1.13,6.02,7.09,14]-4-hexadecene